COC=1C=C(C=CC1OC)C=1NC2=CC=C(C=C2C1C(C)C)C1CCN(CC1)C(CN(C)CCO)=O 1-(4-(2-(3,4-dimethoxyphenyl)-3-isopropyl-1H-indol-5-yl)piperidin-1-yl)-2-((2-hydroxyethyl)(methyl)amino)ethan-1-one